1,2-diiodoethanol IC(CI)O